tricyclodecanedimethanol diacrylate Acrylate C(C=C)(=O)O.C(C=C)(=O)O.C(C=C)(=O)O.C1(CCCCCCCCC1)(CO)CO.C1(CCCCCCCCC1)(CO)CO.C1(CCCCCCCCC1)(CO)CO